FC1CN(CCC1NC=1C=2N(C=C(C1)I)C(=CN2)CC(F)(F)F)C(=O)OC(C)(C)C tert-butyl 3-fluoro-4-((6-iodo-3-(2,2,2-trifluoroethyl)imidazo[1,2-a]pyridin-8-yl)amino)piperidine-1-carboxylate